CN(C)C=C1C(CCCC1=O)=O 2-((dimethylamino)methylene)cyclohexane-1,3-dione